BrC1=CC=C(C(=C1C(=O)O)Cl)OC 6-bromo-2-chloro-3-methoxy-benzoic acid